2-(endo-3-amino-3-methyl-8-azabicyclo[3.2.1]octan-8-yl)-5-(4-chloro-2-ethyl-2H-indazol-5-yl)-3-methyl-3,7-dihydro-4H-pyrrolo[2,3-d]pyrimidin-4-one NC1(CC2CCC(C1)N2C=2N(C(C1=C(N2)NC=C1C1=C(C2=CN(N=C2C=C1)CC)Cl)=O)C)C